2-(furan-2-yl)benzo[de]chromene O1C(=CC=C1)C=1OC2=CC=CC=3C2=C(C1)C=CC3